(3-(hydroxyamino)-3-oxopropyl)phosphonic acid hydrogen n-hexyl ester C(CCCCC)OP(O)(=O)CCC(=O)NO